C1(CC1)S(=O)(=O)NC1=CC=CC(=N1)C(C(=O)NC1=CC=C(C=C1)C1=NC(=CN=C1)OC)(C)C 2-(6-(cyclopropanesulfonylamino)pyridin-2-yl)-N-(4-(6-methoxypyrazin-2-yl)phenyl)-2-methylpropanamide